C(CCC)ONC(C(=C)C)=O N-(butoxy)methacrylamide